[(3-Hydroxy-2-(pyridin-2-yl)-4,5,6,7-tetrahydro-2H-indazol-5-yl)methylaminomethyl]benzonitrile OC=1N(N=C2CCC(CC12)CNCC1=C(C#N)C=CC=C1)C1=NC=CC=C1